ethyl 2,2-difluoro-2-(8-((4-methoxybenzyl)oxy)-1,4-dioxaspiro[4.5]decan-8-yl)acetate FC(C(=O)OCC)(C1(CCC2(OCCO2)CC1)OCC1=CC=C(C=C1)OC)F